4-((2-(4-((2-(5-Chloro-2-fluorophenyl)-5-methoxypyrimidin-4-yl)amino)-1H-pyrazol-3-yl)-1H-benzo[d]imidazol-5-yl)methyl)thiomorpholine 1,1-dioxide ClC=1C=CC(=C(C1)C1=NC=C(C(=N1)NC=1C(=NNC1)C1=NC2=C(N1)C=CC(=C2)CN2CCS(CC2)(=O)=O)OC)F